2-(N,N-dimethylaminomethyl)-1-hexanone CN(C)CC(C=O)CCCC